BrC1=C(C(=CC=C1)F)C1CC(=NO1)C=1N=C(SC1)C1CCN(CC1)C(COC1=NC(=CN=C1)C(F)(F)F)=O 1-(4-(4-(5-(2-bromo-6-fluorophenyl)-4,5-dihydroisoxazol-3-yl)thiazol-2-yl)piperidin-1-yl)-2-((6-(trifluoromethyl)pyrazin-2-yl)oxy)ethan-1-one